C(C1=CC=CC=C1)ON1C(C2(C1)NC(CC2)CN([C@H](C(=O)NC)[C@@H](C)O)C)=O (2S,3R)-2-(((2-(benzyloxy)-1-oxo-2,5-diazaspiro[3.4]octan-6-yl)methyl)(methyl)amino)-3-hydroxy-N-methylbutanamide